BrC=1C=C(C2=C(C(=CO2)COC2=C(C=CC=C2)CC(=O)OCC)C1)CBr ethyl 2-(2-((5-bromo-7-(bromomethyl)benzofuran-3-yl)methoxy)phenyl)acetate